CC=1C(=NC=C(C1)NC(C(=O)N1[C@H](CC[C@@H](C1)C)C1=CC(=CC=C1)NC)=O)NC(OC(C)(C)C)=O tert-butyl N-[3-methyl-5-[[2-[(2R,5S)-5-methyl-2-[3-(methylamino)phenyl]-1-piperidyl]-2-oxo-acetyl]amino]-2-pyridyl]carbamate